C1(=CC=CC=C1)N1C(C(=C(C2=CC=CC=C12)O[Eu](OC1=C(C(N(C2=CC=CC=C12)C1=CC=CC=C1)=O)C(C(F)(F)F)=O)OC1=C(C(N(C2=CC=CC=C12)C1=CC=CC=C1)=O)C(C(F)(F)F)=O)C(C(F)(F)F)=O)=O tris[1-phenyl-3-(trifluoroacetyl)quinolin-2(1H)-on-4-yloxy]europium(III)